CO\N=C(/C)\[C@H]1CC[C@H]2[C@@H]3CCC4=CC(CC[C@@]4([C@H]3CC[C@]12C)C)=O (8S,9S,10R,13S,14S,17S)-17-((E)-1-(Methoxyimino)ethyl)-10,13-dimethyl-6,7,8,9,10,11,12,13,14,15,16,17-dodecahydro-1H-cyclopenta[a]phenanthren-3(2H)-one